bis(4-methoxy-2-methylphenyl)-N,N'-diphenylbenzidine COC1=CC(=C(C=C1)N(C1=CC=C(C2=CC=C(N(C3=CC=CC=C3)C3=C(C=C(C=C3)OC)C)C=C2)C=C1)C1=CC=CC=C1)C